1-benzyl-3-[(trimethylsilyl)ethynyl]pyrrolidin-3-ol C(C1=CC=CC=C1)N1CC(CC1)(O)C#C[Si](C)(C)C